4-chloro-2-cyclopropoxy-6-(1-methyl-1H-pyrazol-5-yl)benzonitrile ClC1=CC(=C(C#N)C(=C1)C1=CC=NN1C)OC1CC1